1-(2-methoxyethyl)-2-({4-[2-methyl-2-(pyridin-2-yl)-1,3-benzodioxol-4-yl]piperidin-1-yl}methyl)-1H-benzoimidazole-6-carboxylic acid COCCN1C(=NC2=C1C=C(C=C2)C(=O)O)CN2CCC(CC2)C2=CC=CC=1OC(OC12)(C1=NC=CC=C1)C